4-(2-chloro-6-iodothieno[3,2-d]pyrimidin-4-yl)morpholine Zinc Adeninate N1=C(N=C2N=CNC2=C1N)C(=O)[O-].[Zn+2].ClC=1N=C(C2=C(N1)C=C(S2)I)N2CCOCC2.N2=C(N=C1N=CNC1=C2N)C(=O)[O-]